FC=1C(=C(C=C(C1)CC(C)C)C12CCN(CC2C1)CC=1N=NC=CC1)C=1N=NNN1 6-(3-Fluoro-5-isobutyl-2-(2H-tetrazol-5-yl)phenyl)-3-(pyridazin-3-ylmethyl)-3-azabicyclo[4.1.0]heptane